3-(1-(2,6-dioxopiperidin-3-yl)-3-methyl-2-oxo-2,3-dihydro-1H-benzo[d]imidazol-4-yl)propanal O=C1NC(CCC1N1C(N(C2=C1C=CC=C2CCC=O)C)=O)=O